2,2-diphenyl-4-dimethylaminoethyl-[1,3]-dioxolane C1(=CC=CC=C1)C1(OCC(O1)CCN(C)C)C1=CC=CC=C1